CN(C1=C2C=CC=C(C2=CC=C1)S(=O)(=O)NC1=CC=C(C=C1)CN1CCOCC1)C 5-(DIMETHYLAMINO)-N-(4-(MORPHOLINOMETHYL)PHENYL)NAPHTHALIN-1-SULFONAMID